CS(=O)(=O)CCOC[C@@H]1CC[C@H](CO1)NC=1C2=C(N=CN1)NC=C2C=O (4-(((3R,6S)-6-((2-(methylsulfonyl)ethoxy)methyl)tetrahydro-2H-pyran-3-yl)amino)-7H-pyrrolo[2,3-d]pyrimidin-5-yl)methanone